2-fluoro-6-(4-fluoro-2-methylphenoxy)-3-(Trifluoromethoxy)benzoic acid FC1=C(C(=O)O)C(=CC=C1OC(F)(F)F)OC1=C(C=C(C=C1)F)C